(R)-1-(3-(3,5-difluoro-6-(piperidin-3-ylamino)pyridin-2-yl)imidazo[1,2-a]pyrazin-6-yl)pyrrolidin-2-one FC=1C(=NC(=C(C1)F)N[C@H]1CNCCC1)C1=CN=C2N1C=C(N=C2)N2C(CCC2)=O